2-[1-[(1-cyanocyclopropyl)methyl]pyrazol-4-yl]-5-ethylsulfonyl-1-methyl-imidazole-4-carboxylic acid C(#N)C1(CC1)CN1N=CC(=C1)C=1N(C(=C(N1)C(=O)O)S(=O)(=O)CC)C